COC(C1=CC(=CC=C1)NC(C1=C(N=C(C(=C1)Cl)C)N1CCC(CCC1)(F)F)=O)=O 3-(5-chloro-2-(4,4-difluoroazepan-1-yl)-6-methylnicotinamido)benzoic acid methyl ester